C(#N)C1=C(N=C2N(C1=O)C=C(C=C2[C@@H](C)NC2=C(C(=O)O)C=CC=C2)C)NCC2(C(C2)(F)F)C 2-(((1R)-1-(3-cyano-2-(((2,2-difluoro-1-methylcyclopropyl)methyl)amino)-7-methyl-4-oxo-4H-pyrido[1,2-a]pyrimidin-9-yl)ethyl)amino)benzoic acid